ClC=1C=NC=C(C1C(C)OC=1C=C2C(=NNC2=CC1)C1=NC2=C(N1)CN(C2)C(CC#N)=O)Cl 3-(2-(5-(1-(3,5-Dichloropyridin-4-yl)ethoxy)-1H-indazol-3-yl)-4,6-dihydroPyrrolo[3,4-d]imidazol-5(1H)-yl)-3-oxopropanenitrile